CN(CCCC1=C(C=C(C(=C1)OC)NC1=NC=CC(=N1)C1=CN(C2=CC=CC=C12)C)N)C 4-(3-(dimethylamino)propyl)-6-methoxy-N1-(4-(1-methyl-1H-indol-3-yl)pyrimidin-2-yl)benzene-1,3-diamine